ClC1=NN=C(C2=CC=CC=C12)N(C1CN(CCC1)C)C 4-chloro-N-methyl-N-(1-methylpiperidin-3-yl)phthalazin-1-amine